C(#N)[C@H](C[C@H]1C(NCC1)=O)NC(=O)[C@@H]1[C@H]2C([C@H]2CN1C([C@@H](NC(C(F)(F)F)=O)CC1CC(C1)(F)F)=O)(C)C (1r,2S,5S)-N-{(1S)-1-cyano-2-[(3S)-2-oxopyrrolidin-3-yl]ethyl}-3-[3-(3,3-difluorocyclobutyl)-N-(trifluoroacetyl)-L-alaninyl]-6,6-dimethyl-3-azabicyclo[3.1.0]hexane-2-carboxamide